7-(difluoromethyl)-3-(2-hydroxyphenyl)pyrrolo[3,2-c]pyridazin FC(C=1C=NC=2C1NN=C(C2)C2=C(C=CC=C2)O)F